N-(1'-(6-methyl-2-(1-(methylsulfonyl)piperidin-4-yl)pyrimidin-4-yl)-1',2'-dihydrospiro[cyclopropane-1,3'-pyrrolo[3,2-c]pyridin]-6'-yl)acetamide CC1=CC(=NC(=N1)C1CCN(CC1)S(=O)(=O)C)N1CC2(C=3C=NC(=CC31)NC(C)=O)CC2